quinoline-2-methanol N1=C(C=CC2=CC=CC=C12)CO